2-(1-(5-oxo-4-((4-(2-(piperazin-1-yl)ethoxy)phenyl)amino)-5,6-dihydropyrimido[4,5-d]pyridazin-2-yl)piperidin-4-yl)acetonitrile O=C1C2=C(C=NN1)N=C(N=C2NC2=CC=C(C=C2)OCCN2CCNCC2)N2CCC(CC2)CC#N